NC=1C2=C(N=CN1)N(C(=C2C(=O)NC2=CC=C(C=C2)COC)C#CC(C)(C=2C=NC=CC2)O)C2(CC2)C 4-amino-6-(3-hydroxy-3-(pyridin-3-yl)but-1-yn-1-yl)-N-(4-(methoxymethyl)phenyl)-7-(1-methylcyclopropyl)-7H-pyrrolo[2,3-d]pyrimidine-5-carboxamide